1,2-didecanoyl-rac-glycerol C(CCCCCCCCC)(=O)OC[C@H](OC(CCCCCCCCC)=O)CO |r|